C(#N)C=1C=NC(=NC1)N[C@H](C(=O)O)CCN(CCCCC1=NC=2NCCCC2C=C1)C[C@@H](COC)F (S)-2-((5-cyanopyrimidin-2-yl)amino)-4-(((S)-2-fluoro-3-methoxypropyl)(4-(5,6,7,8-tetrahydro-1,8-naphthyridin-2-yl)butyl)amino)butanoic acid